COC(C(=O)OC)C1=CC=CC=C1 methyl α-methoxyphenylacetate